N-[3-(2-aminoethyl)-5-oxo-1-(3-oxo-4H-pyrido[3,2-b][1,4]oxazin-6-yl)pyrrolidin-3-yl]carbamic acid tert-butyl ester C(C)(C)(C)OC(NC1(CN(C(C1)=O)C=1C=CC=2OCC(NC2N1)=O)CCN)=O